ClC1=C(C(=O)N[C@H]2[C@H]3CC[C@@H](C2)N3C#N)C=CC(=C1)C1=NC(=CN=C1)CC(C)C#N 2-chloro-N-((1R,2R,4S)-7-cyano-7-azabicyclo[2.2.1]heptan-2-yl)-4-(6-(2-cyano-propyl)-2-pyrazinyl)benzamide